1-(trans-4-cyanotetrahydropyran-3-yl)-3-[(1-hydroxy-7-methyl-3H-2,1-benzoxaborol-5-yl)amino]pyrazole-4-carboxamide C(#N)[C@H]1[C@@H](COCC1)N1N=C(C(=C1)C(=O)N)NC=1C=C(C2=C(COB2O)C1)C